C(C=C)[Si](C1C=CC2=CC=CC=C12)(C1C=CC2=CC=CC=C12)CC=C Diallyl-bisindenyl-silane